CN1CCC(=CC1)C=1C=C2C(=NC1)NC=C2C2=CC=1N(C=C2)N=CC1C(=O)N1CCOCC1 (5-(5-(1-methyl-1,2,3,6-tetrahydropyridin-4-yl)-1H-pyrrolo[2,3-b]pyridin-3-yl)pyrazolo[1,5-a]pyridin-3-yl)(morpholino)methanone